O1C(=NC=C1)CNC1=NC=C(C=N1)C1=NC=CC=C1 N-(oxazol-2-ylmethyl)-5-(pyridin-2-yl)pyrimidin-2-amine